[Na+].NC1=NC=NN2C1=C(C=C2C=2C=NC(=C(C(=O)[O-])C2)C)C(F)(F)F 5-(4-amino-5-(trifluoromethyl)pyrrolo[2,1-f][1,2,4]triazin-7-yl)-2-methylnicotinic acid, sodium salt